CCOC(=O)C1=CC=2C(=C3C(=CC(=NC3=C(C2)OC)C(=O)O)C(=O)O)N1 5-methoxy-1H-pyrrolo[2,3-f]quinoline-2,7,9-tricarboxylic acid-2-ethyl ester